CN1N=C(C2=NC=C(C=C21)C2=CC=CC=C2)N[C@H]2CS(C=C2)(=O)=O (R)-3-((1-methyl-6-phenyl-1H-pyrazolo[4,3-b]pyridin-3-yl)amino)-2,3-dihydrothiophene 1,1-dioxide